(4s)-3-(2-fluoro-6-trifluoromethyl-benzyl)-5-isopropyl-1-oxa-5-azaspiro[5.5]undec-7,10-diene-4,9-dione FC1=C(CC2COC3(N(C2=O)C(C)C)C=CC(C=C3)=O)C(=CC=C1)C(F)(F)F